1-(2-(tert-butoxy)-2-oxoethyl) 4-(2,2,2-trichloroethyl) 2-methylenesuccinate C=C(C(=O)OCC(=O)OC(C)(C)C)CC(=O)OCC(Cl)(Cl)Cl